[N+](=O)([O-])C=1C=NC=2CCN(CC2C1)CC(F)(F)F 3-nitro-6-(2,2,2-trifluoroethyl)-5,6,7,8-tetrahydro-1,6-naphthyridine